BrC1=CC(=NN1COCC[Si](C)(C)C)C1=CN=NC=C1 2-[(5-Bromo-3-pyridazin-4-yl-pyrazol-1-yl)methoxy]ethyltrimethylsilane